potassium 4,4'-azobis(4-cyanovaleric acid) N(=NC(CCC(=O)O)(C)C#N)C(CCC(=O)O)(C)C#N.[K]